ClC1=CC(=C(C=C1)C1=CC=C(C=C1)C1CN(C1)C(=O)N1C[C@H](CC1)S(=O)(=O)N)S(=O)(=O)C (3S)-1-[3-[4-(4-Chloro-2-methylsulfonyl-phenyl)phenyl]azetidine-1-carbonyl]pyrrolidine-3-sulfonamide